N1=CC(=CC2=CC=CN=C12)C=1C=CN2N=C(N=CC21)N[C@@H]2C[C@@H](C2)N(C)C cis-N1-(5-(1,8-naphthyridin-3-yl)pyrrolo[2,1-f][1,2,4]triazin-2-yl)-N3,N3-dimethylcyclobutane-1,3-diamine